methyl (3-(4-((2-chloro-1H-imidazol-1-yl)methyl)-3-fluorophenyl)-5-isobutyl-4-methylthiophen-2-yl)sulfonylcarbamate ClC=1N(C=CN1)CC1=C(C=C(C=C1)C1=C(SC(=C1C)CC(C)C)S(=O)(=O)NC(OC)=O)F